4-(1-(tert-butoxycarbonyl)pyrrolidin-2-yl)-2-fluorobenzoic acid C(C)(C)(C)OC(=O)N1C(CCC1)C1=CC(=C(C(=O)O)C=C1)F